(R)-N-(1-(5-(2-((dimethylamino)methyl)phenyl)thiophen-2-yl)ethyl)-3-(4-(dimethylamino)piperidin-1-yl)-8-methylpyrido[2,3-d]pyridazin-5-amine CN(C)CC1=C(C=CC=C1)C1=CC=C(S1)[C@@H](C)NC1=C2C(=C(N=N1)C)N=CC(=C2)N2CCC(CC2)N(C)C